potassium ethylsulfanilate C(C)OS(=O)(C1=CC=C(C=C1)N)=O.[K]